[4-(trifluoromethyl) cyclohexyl] methanesulfonate CS(=O)(=O)OC1CCC(CC1)C(F)(F)F